1,4-cis,cis-pentadiene C=CCC=C